(3-glycidoxypropyl)-methyldimethoxysilane C(C1CO1)OCCC[Si](OC)(OC)C